ClC1=CNC2=C(C=CC(=C12)Cl)NS(=O)(=O)C1=CC=C(C=C1)S(=O)(=O)NCC1=C(C=CC=C1)OC1=C(C=CC=C1)C N1-(3,4-dichloro-1H-indol-7-yl)-N4-(2-(o-tolyloxy)benzyl)benzene-1,4-disulfonamide